N-[(2,3-difluorophenyl)methyl]-1-(4-fluorophenyl)-5-oxopyrrolidine-3-carboxamide FC1=C(C=CC=C1F)CNC(=O)C1CN(C(C1)=O)C1=CC=C(C=C1)F